6-chloro-4-(2,5-dimethoxyphenylamino)nicotinamide tert-butyl-3-(chlorosulfonyl)pyrrolidine-1-carboxylate C(C)(C)(C)OC(=O)N1CC(CC1)S(=O)(=O)Cl.ClC1=NC=C(C(=O)N)C(=C1)NC1=C(C=CC(=C1)OC)OC